C(CCCCCCCCCCCCCCCCC)OC(\C=C/C(=O)O)=O maleic acid monostearyl ester